benzyl-2-(2-(4-ethylpiperazin-1-yl)ethyl)-1,2,4-thiadiazolidine-3,5-dione C(C1=CC=CC=C1)N1C(N(SC1=O)CCN1CCN(CC1)CC)=O